3-(3,4-difluoro-2-methoxy-phenyl)-5-(difluoromethyl)-4,5-dimethyl-tetrahydrofuran-2-carboxylic acid ethyl ester C(C)OC(=O)C1OC(C(C1C1=C(C(=C(C=C1)F)F)OC)C)(C)C(F)F